2-(1-benzyl-5-oxo-3-phenylpyrrolidin-2-yl)-N-methylsulfonylacetamid C(C1=CC=CC=C1)N1C(C(CC1=O)C1=CC=CC=C1)CC(=O)NS(=O)(=O)C